2-(3-(benzyloxy)-4-methoxyphenylethyl)-6-(trifluoromethyl)benzo[d]thiazole C(C1=CC=CC=C1)OC=1C=C(C=CC1OC)CCC=1SC2=C(N1)C=CC(=C2)C(F)(F)F